1-(4-methoxybenzyl)-3-(2-(2-(2-methoxyphenyl)acetyl)-2-azaspiro[3.3]hept-6-yl)urea COC1=CC=C(CNC(=O)NC2CC3(CN(C3)C(CC3=C(C=CC=C3)OC)=O)C2)C=C1